The molecule is an organic thiophosphate and an organothiophosphate insecticide. It has a role as an EC 3.1.1.7 (acetylcholinesterase) inhibitor, an agrochemical and an anthelminthic drug. It derives from a 4-hydroxy-N,N-dimethylbenzenesulfonamide. CN(C)S(=O)(=O)C1=CC=C(C=C1)OP(=S)(OC)OC